[N+](=O)([O-])C=1C(=C(C(=O)O)C=C(C1)[N+](=O)[O-])O 3,5-dinitro-2-hydroxybenzoic acid